CC1=C(C(=O)P(O)(O)=O)C(=CC(=C1)C)C.C1(=CC=CC=C1)[Li] phenyllithium 2,4,6-trimethylbenzoylphosphonate